FC(C1=CC=C(C=C1)NC(C)=O)(F)F N-(4-(trifluoromethyl)phenyl)acetamide